ethyl-(1-(4-(N'-hydroxycarbamimidoyl)phenyl)ethyl)(methyl)phosphinate C(C)OP(=O)(C)C(C)C1=CC=C(C=C1)C(N)=NO